arsenic-rhenium [Re].[As]